C(C)(C)C1=C(NC2=C1N=C(S2)C(=O)N2CC(NCC2)=O)C=2C=C(C=1N(C2)N=CN1)C 4-(6-isopropyl-5-(8-methyl-[1,2,4]triazolo[1,5-a]pyridin-6-yl)-4H-pyrrolo[3,2-d]thiazole-2-carbonyl)piperazin-2-one